CN(CCCCN(C)C1=C(C=CC=C1)S(=O)(=O)NC1=C(C2=C([C@@H]3[C@H](CO2)C3)C=C1)C(=O)O)C |r| (1aRS,7bSR)-5-{2-[N-(4-dimethylaminobutyl)-N-methylamino]-benzenesulfonylamino}-1,1a,2,7b-tetrahydrocycloprop-[c]benzopyran-4-carboxylic acid